FC1=CC=CC=2C(=N[C@@H](C(NC21)=O)NC(=O)C=2C(=NN1C2O[C@@H](CC1)C)C=1C=NN(C1)CCO)C1=CC=CC=C1 (5R)-N-[(3S)-9-fluoro-2-oxo-5-phenyl-1,3-dihydro-1,4-benzodiazepine-3-yl]-2-[1-(2-hydroxyethyl)pyrazol-4-yl]-5-methyl-6,7-dihydro-5H-pyrazolo[5,1-b][1,3]Oxazine-3-carboxamide